1-(3-[[4-amino-7-(1H-pyrazol-5-yl)-1H-imidazo[4,5-c]quinolin-2-yl]methyl]pyrrolidin-1-yl)ethan-1-one NC1=NC=2C=C(C=CC2C2=C1N=C(N2)CC2CN(CC2)C(C)=O)C2=CC=NN2